6-(5-((S)-1-(3-chloro-5-(trifluoromethyl)benzamido)ethyl)-3-methyl-1H-1,2,4-triazol-1-yl)-N-(cyclohexyl(ethyl)(oxo)-λ6-sulfanylidene)nicotinamide ClC=1C=C(C(=O)N[C@@H](C)C2=NC(=NN2C2=NC=C(C(=O)N=S(=O)(CC)C3CCCCC3)C=C2)C)C=C(C1)C(F)(F)F